COC1=NC=NC(=C1C(=O)NC=1SC2=C(N1)C=1C=CC(=CC1OC21CCOCC1)C(F)(F)F)OC 4,6-dimethoxy-N-(7-(trifluoromethyl)-2',3',5',6'-tetrahydrospiro[chromeno[4,3-d]thiazole-4,4'-pyran]-2-yl)pyrimidine-5-carboxamide